FC(CC=1C=C2C(=NC=NC2=CC1)N1CCC2(CCN(CC2)C(=O)OCCCC)CC1)(F)F Butyl 9-[6-(2,2,2-trifluoroethyl)quinazolin-4-yl]-3,9-diazaspiro[5.5]undecane-3-carboxylate